ClC1=CC=C(C=C1)C=1NN(CCC1C1=CC=CC=C1)S(=O)(=O)C1=CC=C(C=C1)F 3-(4-chlorophenyl)-N-((4-fluorophenyl)sulfonyl)-4-phenyl-5,6-dihydropyridazine